5-methyl-1-(3-(4,4,5,5-tetramethyl-1,3,2-dioxaborolan-2-yl)phenyl)-1H-1,2,3-Triazole CC1=CN=NN1C1=CC(=CC=C1)B1OC(C(O1)(C)C)(C)C